1-hydroxy-4-sulfamoyl-2-naphthoic acid OC1=C(C=C(C2=CC=CC=C12)S(N)(=O)=O)C(=O)O